{3-[(1S)-1-{[(2,4-dimethoxyphenyl)methyl]amino}-2,3-dihydro-1H-inden-5-yl]-5-(pyrazol-1-yl)imidazo[4,5-b]pyridin-2-yl}pyridin-2-amine COC1=C(C=CC(=C1)OC)CN[C@H]1CCC2=CC(=CC=C12)N1C(=NC=2C1=NC(=CC2)N2N=CC=C2)C=2C(=NC=CC2)N